Cl.Cl.C1(=NC=CC2=CC=CC=C12)C(C)(C)N 2-(isoquinolin-1-yl)propan-2-amine bis-hydrochloride